FC1(C(C1CCCCCC)CCO)F 2-(2,2-difluoro-3-hexylcyclopropyl)ethan-1-ol